BrC1=CC=C(C=C1)NS(=O)(=O)C=1C=C(C(=O)NC2=C(C=CC=C2)[N+](=O)[O-])C=CC1 3-(N-(4-bromophenyl)sulfamoyl)-N-(2-nitrophenyl)benzamide